7'-(2-(4,6-diphenyl-1,3,5-triazin-2-yl)phenyl)spiro[cyclohexane-1,9'-fluorene]-2'-carbonitrile C1(=CC=CC=C1)C1=NC(=NC(=N1)C1=CC=CC=C1)C1=C(C=CC=C1)C1=CC=C2C=3C=CC(=CC3C3(C2=C1)CCCCC3)C#N